N1(N=CC=C1)C1=NC=2N(C=C1)N=CC2C(=O)N 5-(1H-pyrazol-1-yl)pyrazolo[1,5-a]pyrimidine-3-carboxamide